SCCC(=O)O.OC(CSCC(O)O)O dihydroxyethylsulfide mono(3-mercaptopropionate)